C(C)(C)(C)C1=C(N=C2N1N=C(C=C2)NC([O-])=O)C(C)(C)C bis-tert-butylimidazo[1,2-b]pyridazin-6-ylcarbamate